N,N'-bis(3,5-di-tert-butylsalicylidene)-1,2-cyclohexenediamine C(C)(C)(C)C1=C(C(C=NC2=C(CCCC2)N=CC=2C(O)=C(C=C(C2)C(C)(C)C)C(C)(C)C)=CC(=C1)C(C)(C)C)O